3-chloro-5-(2,2-diphenyl-ethyl)pyridine ClC=1C=NC=C(C1)CC(C1=CC=CC=C1)C1=CC=CC=C1